ClC=1C(=NC(=NC1)N1CCN(CC1)C(=O)[C@@H]1NCCCC1)N[C@H](C)C1=C(C=C(C=C1)Cl)Cl (4-(5-chloro-4-(((R)-1-(2,4-dichlorophenyl)ethyl)amino)pyrimidin-2-yl)piperazin-1-yl)((R)-piperidin-2-yl)methanone